3-(4-(tert-butylthio)-1-oxoisoindolin-2-yl)piperidine-2,6-dione C(C)(C)(C)SC1=C2CN(C(C2=CC=C1)=O)C1C(NC(CC1)=O)=O